4-(2-((9-ethyl-9H-carbazol-3-yl)methylamino)ethyl)piperidin-1-amine C(C)N1C2=CC=CC=C2C=2C=C(C=CC12)CNCCC1CCN(CC1)N